Cl.NCCC(=O)NC=1C=C(C(=O)N[C@H](C(N2CC=CCC2C=2C=NC=CC2)=O)CC2=CC=CC=C2)C=CC1 3-(3-aminopropanamido)-N-((2S)-1-oxo-3-phenyl-1-(6-(pyridin-3-yl)-5,6-dihydropyridin-1(2H)-yl)propan-2-yl)benzamide hydrochloride